ClC1=CC=C(C=C1)C1CCC(=CC1)O[Si](C)(C)C ((4'-chloro-1,2,3,6-tetrahydro-[1,1'-biphenyl]-4-yl)oxy)trimethylsilane